CC1(CCC(CC1)OC=1C(=C(C=NC1)CC1=C(C(=NC=C1)NS(=O)(=O)[SH+]C)F)C)C 4-[[5-(4,4-dimethylcyclohexyloxy)-4-methyl-3-pyridinyl]methyl]-3-fluoro-N-(methylsulfaniosulfonyl)pyridin-2-amine